6-(2,2-Difluoroethoxy)-1-methyl-4-[4-(5-methyl-1,3-benzooxazol-2-yl)piperidin-1-yl]-2-oxo-1,2-dihydroquinoline-3-carbonitrile FC(COC=1C=C2C(=C(C(N(C2=CC1)C)=O)C#N)N1CCC(CC1)C=1OC2=C(N1)C=C(C=C2)C)F